CN1C(C(C=2C1=CN=C(C2)C(N)=N)(C)C)=O 1,3,3-trimethyl-2-oxo-2,3-dihydro-1H-pyrrolo[2,3-c]pyridine-5-carboximidamide